C(#N)C1=NC=CC(=N1)NC(=O)[C@H]1CC[C@H]2[C@@H]3CC[C@@H]4C[C@@](CC[C@@H]4[C@H]3CC[C@]12C)(O)COCC (3R,5R,8R,9R,10S,13S,14S,17S)-N-(2-cyanopyrimidin-4-yl)-3-(ethoxymethyl)-3-hydroxy-13-methylhexadecahydro-1H-cyclopenta[a]phenanthrene-17-carboxamide